N4-neopentyl-N1-((S)-1-oxo-4-phenyl-1-(((R)-1,2,3,4-tetrahydronaphthalen-1-yl)amino)butan-2-yl)succinamide 8-cyano-8-methylbicyclo[4.2.0]oct-1,3,5-trien-2-yl-acetate C(#N)C1(CC2=CC=CC(=C12)CC(=O)O)C.C(C(C)(C)C)NC(CCC(=O)N[C@H](C(N[C@@H]1CCCC2=CC=CC=C12)=O)CCC1=CC=CC=C1)=O